S1N=C(C2=C1C=CC=C2)N2CCN(CC2)CCC(O)C=2C=C1CCN(C1=CC2)C(=O)N(C)C 5-(3-(4-(benzo[d]isothiazol-3-yl)piperazin-1-yl)-1-hydroxypropyl)-N,N-dimethylindoline-1-carboxamide